3-(4-fluorophenyl)-1-((2-methylthiazol-4-yl)methyl)-2,4-dioxo-1,2,3,4-tetrahydropyrimidine-5-carboxylic acid ethyl ester C(C)OC(=O)C=1C(N(C(N(C1)CC=1N=C(SC1)C)=O)C1=CC=C(C=C1)F)=O